CN(C1CCN(CC1)C1=C(C=C(C=C1F)NC1=NC=C(C(=N1)N1OCCC1C1=CC=CC=C1)C(F)(F)F)F)C N-(4-(4-(dimethylamino)piperidin-1-yl)-3,5-difluorophenyl)-4-(3-phenylisoxazolidin-2-yl)-5-(trifluoromethyl)pyrimidin-2-amine